3-(2-(1-(ethylthio)ethoxy)-2,2-diphenylacetoxy)spiro[bicyclo[3.2.1]octane-8,1'-pyrrolidin]-8-ium formate C(=O)[O-].C(C)SC(C)OC(C(=O)OC1CC2CCC(C1)[N+]21CCCC1)(C1=CC=CC=C1)C1=CC=CC=C1